ClC1=CC=C(C(=N1)[N+](=O)[O-])O 6-chloro-2-nitropyridin-3-ol